2-(2,6-dioxopiperidin-3-yl)-5-(hexahydropyrrolo[3,4-c]pyrrole-2(1H)-yl)isoindoline-1,3-Dione O=C1NC(CCC1N1C(C2=CC=C(C=C2C1=O)N1CC2CNCC2C1)=O)=O